N-Cyclopropyl-N'-[3-[6-(4-morpholinylmethyl)-1H-benzimidazol-2-yl]-1H-pyrazol-4-yl]-urea C1(CC1)NC(=O)NC=1C(=NNC1)C1=NC2=C(N1)C=C(C=C2)CN2CCOCC2